2-(2-Ethoxy-4-methoxyphenyl)-4-phenylbut-3-yn-2-ol C(C)OC1=C(C=CC(=C1)OC)C(C)(C#CC1=CC=CC=C1)O